ClC=1C=C(C(=C(C1)O)I)C(F)(F)F 5-Chloro-2-iodo-3-(trifluoromethyl)phenol